COC=1C=C(C=CC1OC)C=1NC2=CC=C(C=C2C1CC(F)(F)F)C1CCN(CC1)C(=O)[C@H]1N(CCC1)C(C)=O (S)-1-(2-(4-(2-(3,4-dimethoxyphenyl)-3-(2,2,2-trifluoroethyl)-1H-indol-5-yl)piperidine-1-carbonyl)pyrrolidin-1-yl)ethan-1-one